N-[3-chloro-4-[4-[(2S,5S)-5-hydroxy-1,1-dimethyl-piperidin-1-ium-2-carbonyl]piperazine-1-carbonyl]phenyl]-5-(2,3-difluoro-4-methoxy-phenyl)-1-methyl-imidazole-2-carboxamide ClC=1C=C(C=CC1C(=O)N1CCN(CC1)C(=O)[C@H]1[N+](C[C@H](CC1)O)(C)C)NC(=O)C=1N(C(=CN1)C1=C(C(=C(C=C1)OC)F)F)C